C(C)(C)N1C2=NC(=NC(=C2N=C1)NCC=1C(NC(=CC1C)C)=O)C1=CC=C(C=C1)N1CCN(CC1)C 3-(((9-isopropyl-2-(4-(4-methylpiperazin-1-yl)phenyl)-9H-purin-6-yl)amino)methyl)-4,6-dimethylpyridin-2(1H)-one